CC1=C(C=CC(=C1)C)NC(CC(C)=O)=O N-(2,4-dimethylphenyl)-3-oxo-butanamide